5-chloro-3-(6-(3-methyl-2-oxoimidazolin-1-yl)-2-azabicyclo[2.2.2]octan-2-yl)-1,2,4-triazin-6-carbonitrile ClC=1N=C(N=NC1C#N)N1C2C(CC(C1)CC2)N2C(N(CC2)C)=O